5-chloro-1-(2H3)methyl-1'-[2-({7-oxo-8-[(cis)-3-hydroxy-3-methylcyclobutyl]-5,6,7,8-tetrahydro-1,8-naphthyridin-3-yl}oxy)ethyl]-1,2-dihydrospiro[indole-3,4'-piperidin]-2-one ClC=1C=C2C(=CC1)N(C(C21CCN(CC1)CCOC=1C=NC=2N(C(CCC2C1)=O)C1CC(C1)(C)O)=O)C([2H])([2H])[2H]